2-(6-fluoro-1H-indol-3-yl)-N-(3-(1-trityl-1H-imidazol-4-yl)propyl)-acetamide FC1=CC=C2C(=CNC2=C1)CC(=O)NCCCC=1N=CN(C1)C(C1=CC=CC=C1)(C1=CC=CC=C1)C1=CC=CC=C1